ClC=1C(=C(C=CC1)CS(=O)(=O)[O-])C1CC(=NO1)C=1N=C(SC1)C1CCN(CC1)C(COC1=NC=CN=C1Cl)=O 3-Chloro-2-(3-(2-(1-(2-((3-chloropyrazin-2-yl)oxy)acetyl)piperidin-4-yl)thiazol-4-yl)-4,5-dihydroisoxazol-5-yl)phenyl-methansulfonat